Cl.CN1N=CC(=C1)S(=O)(=O)NN[C@H]1CN(CC1)C (1-methyl-1H-pyrazol-4-yl)-N-[(3R)-1-methylpyrrolidin-3-yl]amino-sulfonamide hydrochloride